S(=O)(=O)([O-])[O-].[Sn+4].S(=O)(=O)([O-])[O-] Tin Sulfate